tert-butyl ((2S,3S)-1-((2-benzoyl-4-bromophenyl)amino)-3-methyl-1-oxopentan-2-yl)carbamate C(C1=CC=CC=C1)(=O)C1=C(C=CC(=C1)Br)NC([C@H]([C@H](CC)C)NC(OC(C)(C)C)=O)=O